6-vinyl-indoline-2-one C(=C)C1=CC=C2CC(NC2=C1)=O